ClC=1C(=C(C=CC1)NC1=C(NC2=C1C(NCC2)=O)C2=C(C=NC=C2)OC[C@H]2CN(CCO2)C(C=C)=O)OC 3-[(3-chloro-2-methoxyphenyl)amino]-2-(3-{[(2R)-4-(prop-2-enoyl)morpholin-2-yl]methoxy}pyridin-4-yl)-1H,5H,6H,7H-pyrrolo[3,2-c]pyridin-4-one